FC=1C=C(C=C(C1F)F)C=1N=NN(C1)[C@@H]1[C@H]([C@@H](SCCC2=C(C=CC=C2)Cl)O[C@@H]([C@@H]1O)CO)O 2-Chlorophenethyl 3-deoxy-3-[4-(3,4,5-trifluorophenyl)-1H-1,2,3-triazol-1-yl]-1-thio-α-D-galactopyranoside